COCCOC=1C=C2C(N(C(NC2=CC1)=O)CCC1=CC=CC=C1)=O 6-(2-methoxyethoxy)-2,4-dioxo-3-phenethyl-3,4-dihydroquinazolin